C(C)C=1N=C2N(C=C(C=C2)N2CCN(CC2)CC(=O)N2CC(C2)O)C1N(C=1SC(=C(N1)C1=C(C#N)C=C(C=C1)F)C)C 2-(2-((2-ethyl-6-(4-(2-(3-hydroxyazetidin-1-yl)-2-oxoethyl)piperazin-1-yl)imidazo[1,2-a]pyridin-3-yl)(methyl)amino)-5-methylthiazol-4-yl)-5-fluorobenzonitrile